N-{4-[2-(2-chlorophenyl)acetamido]pyridin-2-yl}-N-(2-fluorophenyl)acetamide ClC1=C(C=CC=C1)CC(=O)NC1=CC(=NC=C1)N(C(C)=O)C1=C(C=CC=C1)F